methyl 6-chloro-4-hydroxy-2H-thieno[2,3-e][1,2]thiazine-3-carboxylate 1,1-dioxide ClC1=CC2=C(C(=C(NS2(=O)=O)C(=O)OC)O)S1